2,3-bis[(2-aminoacetyl)oxy]propyl 2-aminoacetate NCC(=O)OCC(COC(CN)=O)OC(CN)=O